(R)-N-(3-(1-((2-amino-5-chloropyridin-3-yl)oxy)ethyl)phenyl)-2-methoxy-5-(methylsulfonyl)benzamide NC1=NC=C(C=C1O[C@H](C)C=1C=C(C=CC1)NC(C1=C(C=CC(=C1)S(=O)(=O)C)OC)=O)Cl